CYCLOPROPYLOXYPHENYLURACILE C1(CC1)OC1=C(C(NC(N1)=O)=O)C1=CC=CC=C1